C[C@H]1CN(C[C@H](O1)C)CC=1N=NN(C1)[C@H](C(=O)N1[C@@H](C[C@H](C1)O)C(=O)NC)C(C)(C)C (2S,4r)-1-[(2S)-2-[4-[[(2S,6r)-2,6-dimethylmorpholin-4-yl]methyl]triazol-1-yl]-3,3-dimethyl-butyryl]-4-hydroxy-N-methyl-pyrrolidine-2-carboxamide